azepan-1-yl-[5-(cyclohexylmethyl)-7-hydroxypyrazolo[1,5-a]pyrimidin-2-yl]methanone N1(CCCCCC1)C(=O)C1=NN2C(N=C(C=C2O)CC2CCCCC2)=C1